(4-fluorobenzyl)-2-(pyridin-2-yl)-4,5,6,7-tetrahydro-2H-pyrazolo[3,4-c]pyridin-3-ol FC1=CC=C(CC2C=3C(CNC2)=NN(C3O)C3=NC=CC=C3)C=C1